N-(2-iodo-3-methyl-5-(trifluoromethyl)phenyl)methanesulfonamide IC1=C(C=C(C=C1C)C(F)(F)F)NS(=O)(=O)C